C(N)(=N)C1=CC=C(OCCCCCOC=2C=CC(=NC2)C(N)=N)C=C1 5-((5-(4-carbamimidoylphenoxy)pentyl)oxy)picolinimidamide